C(C)C1=CC2=C(C3=CC=CC=C3C(=C2C=C1)OC(CC(=O)OCCCC)C)OC(CC(=O)OCCCC)C 2-ethyl-9,10-bis(n-butoxycarbonylpropyleneoxy)anthracene